C(CC)(=O)OC1=C(C=C(C=C1C(C)(C)C)O)C(C)(C)C 2,6-di-tert-butyl-4-hydroxyphenyl propionate